O1COC2=C1C=CC(=C2)NC2=NC=C(C(=N2)N2C=C(C=C2)C(=O)N[C@H](CO)C2=CC=CC=C2)C (S)-1-(2-(benzo[d][1,3]dioxol-5-ylamino)-5-methylpyrimidin-4-yl)-N-(2-hydroxy-1-phenylethyl)-1H-pyrrole-3-carboxamide